(3-carbamoylphenyl)-5-nitrofuran-2-carboxamide C(N)(=O)C=1C=C(C=CC1)C1=C(OC(=C1)[N+](=O)[O-])C(=O)N